Chloromethyl ((1S,4S)-4-(3,4-dichlorophenyl)-1,2,3,4-tetrahydronaphthalen-1-yl)(methyl)carbamate ClC=1C=C(C=CC1Cl)[C@@H]1CC[C@@H](C2=CC=CC=C12)N(C(OCCl)=O)C